C(C)C=1C=C2C(=C(C(=NC2=C(C1)F)N1[C@@H](CN(CC1)CC1CCOCC1)CC)C1=NC(=NO1)C)C (R)-5-(6-ethyl-2-(2-ethyl-4-((tetrahydro-2H-pyran-4-yl)methyl)piperazin-1-yl)-8-fluoro-4-methylquinolin-3-yl)-3-methyl-1,2,4-oxadiazole